6-chloro-2-oxo-4-(2-phenylethyl)-1H-quinolin ClC=1C=C2C(=CC(NC2=CC1)=O)CCC1=CC=CC=C1